BrC1=CC(=C2[C@](N(C(C2=C1)=O)CC1=C(C=C(C=C1)Cl)S(=O)(=O)C)(OCC1(CC1)CO)C1=CC=C(C=C1)Cl)F (3R)-6-bromo-2-[(4-chloro-2-methylsulfonylphenyl)methyl]-3-(4-chlorophenyl)-4-fluoro-3-{[1-(hydroxymethyl)cyclopropyl]methoxy}-2,3-dihydro-1H-isoindol-1-one